C1(=CC=CC=C1)N1C=2C=C(C=CC2C2=C1C=CC1=C2C=CC=2N(C=3C=C(C=CC3C12)N)C1=CC=CC=C1)N 7,14-diphenyl-carbazolo[4,3-c]carbazole-2,9-diamine